NC1=NC=CC(=C1)C1=NC=C(C(=C1)Cl)NC(C)=O N-(2'-amino-4-chloro-[2,4'-bipyridin]-5-yl)acetamide